BrC=1C=C(C=2N(C1)N=CN2)OC 6-bromo-8-methoxy-[1,2,4]triazolo[1,5-a]pyridine